NC1=C2NC(N(C2=NC(=N1)S)CC1=CC=C(C=C1)Br)=O 6-amino-9-[(4-bromophenyl)methyl]-2-sulfanyl-7H-purin-8-one